CC=1C=C2C(C=C(OC2=C(C1)C(C)NC1=C(C(=O)O)C=CC=C1)N1CCN(CC1)C)=O 2-[1-[6-Methyl-2-(4-methylpiperazin-1-yl)-4-oxo-chromen-8-yl]ethylamino]benzoic acid